5-(Tert-butyl) 6-methyl (2S,3aR,6R,6aS)-6-(hydroxymethyl)-2-methoxy-6a-methyl-4-oxohexahydro-5H-furo[2,3-c]pyrrole-5,6-dicarboxylate OC[C@]1(N(C([C@H]2[C@@]1(O[C@@H](C2)OC)C)=O)C(=O)OC(C)(C)C)C(=O)OC